(R)-6-(3-(dimethylamino)pyrrolidin-1-yl)-2-methoxy-5-nitropyridin-3-amine CN([C@H]1CN(CC1)C1=C(C=C(C(=N1)OC)N)[N+](=O)[O-])C